ClC1=C(C(=CC=C1)Cl)NC=1N(C2=NC(=NC=C2N1)N[C@H]1[C@@H](CCC1)O)C1CCC(CC1)C(=O)N (1S,4s)-4-(8-(2,6-dichlorophenylamino)-2-((1R,2R)-2-hydroxycyclopentylamino)-9H-purin-9-yl)cyclohexanecarboxamide